6-methyl-3-(3-(2-((1-methylcyclopentyl)methyl)oxazol-5-yl)-6,7-dihydro-5H-cyclopenta[b]pyridin-2-yl)-5H-pyrrolo[3,4-b]pyridine-5,7(6H)-dione CN1C(C2=NC=C(C=C2C1=O)C1=C(C=C2C(=N1)CCC2)C2=CN=C(O2)CC2(CCCC2)C)=O